C(C1=CC=CC=C1)OC1=CC2=C(N(N=C2C=C1)C)C(=O)NC1COCC1O 5-(benzyloxy)-N-[4-hydroxyoxolan-3-yl]-2-methyl-2H-indazole-3-carboxamide